(S)-2,2-dimethyl-3-(6-(3-(trifluoromethoxy)phenyl)-4-((3-(trifluoromethyl)phenyl)sulfonyl)-3,4-dihydro-2H-benzo[b][1,4]oxazin-2-yl)propanoic acid CC(C(=O)O)(C[C@H]1CN(C2=C(O1)C=CC(=C2)C2=CC(=CC=C2)OC(F)(F)F)S(=O)(=O)C2=CC(=CC=C2)C(F)(F)F)C